[C@@H]1([C@H](O)[C@@H](O)[C@@H](O1)[C@H](O)CO)O[C@@H]([C@H]1[C@@H]([C@H]([C@@H](O1)OC[C@H]([C@H]1[C@@H]([C@H]([C@@H](O1)O[C@@H]([C@H]1[C@@H]([C@H]([C@@H](O1)O[C@@H]1[C@@H](OCCCN)O[C@@H]([C@H]([C@@H]1O)O)CO)O)O)CO)O)O)O)O)O)CO 3-Aminopropyl beta-D-galactofuranosyl-(1→5)-beta-D-galactofuranosyl-(1→6)-beta-D-galactofuranosyl-(1→5)-beta-D-galactofuranosyl-(1→2)-alpha-D-mannopyranoside